phenyl-(benzyloxy-L-alanine) C1(=CC=CC=C1)N([C@@H](C)C(=O)O)OCC1=CC=CC=C1